6,8-dimethoxy-4-(1-methylethyl)-1-[3-(1-methyl-1H-pyrazol-4-yl)quinoxalin-6-yl]-2,3,4,5-tetrahydro-1H-1,4-benzodiazepine COC1=CC(=CC2=C1CN(CCN2C=2C=C1N=C(C=NC1=CC2)C=2C=NN(C2)C)C(C)C)OC